(R)-(5-(benzofuran-5-ylsulfonyl)-3,4,5,6-tetrahydropyrrolo[3,4-c]pyrrol-2(1H)-yl)(tetrahydrofuran-3-yl)methanone O1C=CC2=C1C=CC(=C2)S(=O)(=O)N2CC1=C(C2)CN(C1)C(=O)[C@H]1COCC1